N-(3-(4-fluoro-2-oxopiperidin-1-yl)propyl)-2-(2-fluoro-4-((R)-5-oxopyrrolidin-2-yl)phenyl)benzo[d]imidazo[2,1-b]thiazole-7-carboxamide FC1CC(N(CC1)CCCNC(=O)C1=CC2=C(N3C(S2)=NC(=C3)C3=C(C=C(C=C3)[C@@H]3NC(CC3)=O)F)C=C1)=O